C1(CC1)N1CCN(CC1)C1CCN(CC1)C1=C(C=C(C(=C1)OC)NC1=NC=NC(=C1)N1OCC[C@@H]1C=1SC=CC1)NC(C=C)=O N-(2-(4-(4-cyclopropylpiperazine-1-yl)piperidine-1-yl)-4-methoxy-5-((6-((R)-3-(thiophene-2-yl)isoxazolidine-2-yl)pyrimidine-4-yl)amino)phenyl)acrylamide